C(C)(C)(C)OC(=O)N1C(=CC2=CC(=CC=C12)C#N)B(O)O (1-tert-butoxycarbonyl-5-cyano-indol-2-yl)boronic acid